C(CCCCCCC)OC(CCCCC(=O)OCCCCCCN(CCCCCCOC(CCCCC(OCCCCCCCC)OCCCCCCCC)=O)CCO)OCCCCCCCC ((2-hydroxyethyl)azanediyl)bis(hexane-6,1-diyl) bis(6,6-bis(octyloxy)hexanoate)